N-methyl-4-(2-(2-methylpyridin-4-yl)-1H-indol-5-yl)pyridin-2-amine CNC1=NC=CC(=C1)C=1C=C2C=C(NC2=CC1)C1=CC(=NC=C1)C